N-(5-(2-(3,4-dimethylpyrrolidin-1-yl)acetamido)-2-methylpyridin-3-yl)-2-(1-methyl-1H-pyrazol-4-yl)-1H-pyrrolo[2,3-b]pyridine-5-carboxamide CC1CN(CC1C)CC(=O)NC=1C=C(C(=NC1)C)NC(=O)C=1C=C2C(=NC1)NC(=C2)C=2C=NN(C2)C